CN1C=2N(C=3C(C1=O)=C(N(N3)CC3=CC=C(C=C3)C3=NC=CC=C3)NC3=CC=CC=C3)[C@@H]3[C@H](N2)CCC3 (6aR,9aS)-5,6a,7,8,9,9a-hexahydro-5-methyl-3-(phenylamino)-2-((4-(pyridin-2-yl)phenyl)methyl)-cyclopent[4,5]imidazo[1,2-a]pyrazolo[4,3-e]pyrimidin-4(2H)-one